N-(2-((3R,5R)-3-Hydroxy-5-((5-(trifluoromethyl)pyrimidin-2-yl)amino)piperidin-1-yl)-1-methyl-1H-benzo[d]imidazol-5-yl)acrylamide O[C@H]1CN(C[C@@H](C1)NC1=NC=C(C=N1)C(F)(F)F)C1=NC2=C(N1C)C=CC(=C2)NC(C=C)=O